Z-butyl {3-[2-(dimethylamino)ethyl]-4-indolyloxy}methyl adipate C(CCCCC(=O)OCOC1=C2C(=CNC2=CC=C1)CCN(C)C)(=O)OCCCC